N-[8-[4-[4-[(2,4-dioxohexahydropyrimidin-1-yl)methyl]phenyl]-1-piperidyl]octyl]-5-[rac-(2R)-2-(2,5-difluorophenyl)pyrrolidin-1-yl]pyrazolo[1,5-a]pyrimidine-3-carboxamide O=C1N(CCC(N1)=O)CC1=CC=C(C=C1)C1CCN(CC1)CCCCCCCCNC(=O)C=1C=NN2C1N=C(C=C2)N2[C@H](CCC2)C2=C(C=CC(=C2)F)F |r|